O1CCC(=CC1)C1=C(C(=O)O)C=CC=N1 2-(3,6-dihydro-2H-pyran-4-yl)nicotinic acid